C(NC1C(C=CC=C1CC)(Cl)CC)NC1C(C=CC=C1CC)(CC)Cl methylenebis(2-chloro-2,6-diethylaniline)